1-(6-(7-chloro-8-(5-(trifluoromethyl)-1H-indazol-4-yl)-3,4-dihydro-2H-chromen-6-yl)-2,6-diazaspiro[3.4]octan-2-yl)-2-propen-1-one ClC1=C(C=C2CCCOC2=C1C1=C2C=NNC2=CC=C1C(F)(F)F)N1CC2(CN(C2)C(C=C)=O)CC1